C(C)C(COC(C1=CC=C(C=C1)NC1=NC(=NC(=N1)NC1=CC=C(C(=O)OCC(CCCC)CC)C=C1)NC1=CC=C(C(=O)OCC(CCCC)CC)C=C1)=O)CCCC Tris(2-ethylhexyl)-4,4',4''-(1,3,5-triazine-2,4,6-triyltriimino)tribenzoat